1-(4-(3-((3-chloro-4-(3,3-difluoropyrrolidine-1-carbonyl)phenyl)amino)azetidin-1-yl)piperidin-1-yl)-2-(3-chlorophenyl)-3,3,3-trifluoro-2-hydroxypropan-1-one ClC=1C=C(C=CC1C(=O)N1CC(CC1)(F)F)NC1CN(C1)C1CCN(CC1)C(C(C(F)(F)F)(O)C1=CC(=CC=C1)Cl)=O